5-(benzyloxy)-4-oxo-4H-pyran-2-carbaldehyde C(C1=CC=CC=C1)OC=1C(C=C(OC1)C=O)=O